1-(1-(2,6-dioxopiperidin-3-yl)-3-methyl-2-oxo-2,3-dihydro-1H-benzo[d]imidazol-5-yl)pyrrolidin-3-carbaldehyde O=C1NC(CCC1N1C(N(C2=C1C=CC(=C2)N2CC(CC2)C=O)C)=O)=O